CN([Si](C)(C)C)C N,N-dimethyl-trimethyl-silaneamine